(+/-)-trans-methyl 3-((6-(4-(tert-butyl)phenyl)-2-chloro-5-fluoropyrimidin-4-yl)amino)bicyclo[2.2.2]octane-2-carboxylate C(C)(C)(C)C1=CC=C(C=C1)C1=C(C(=NC(=N1)Cl)NC1C(C2CCC1CC2)C(=O)OC)F